COC([C@@H](NC(=O)OCC1=CC=CC=C1)CO[C@H]1[C@@H]([C@@H](OC(C)=O)[C@H](OC(C)=O)[C@H](O1)COC(C)=O)NC(=O)OCC1=CC=CC=C1)=O N-benzyloxycarbonyl-O-(3,4,6-tri-O-acetyl-2-benzyloxycarbonylamino-2-deoxy-beta-D-glucopyranosyl)-L-serine methyl ester